N-(3-(5-chloro-2-methoxyphenyl)-1-(2-oxo-2-(piperidin-4-ylamino)ethyl)-1H-pyrazol-4-yl)pyrazolo[1,5-a]pyrimidine-3-carboxamide ClC=1C=CC(=C(C1)C1=NN(C=C1NC(=O)C=1C=NN2C1N=CC=C2)CC(NC2CCNCC2)=O)OC